(3r,4r)-1-(5,6-difluoro-1-(2-(trifluoromethyl)benzyl)-1H-benzoimidazol-2-yl)-4-fluoro-3-piperidinamine FC1=CC2=C(N(C(=N2)N2C[C@H]([C@@H](CC2)F)N)CC2=C(C=CC=C2)C(F)(F)F)C=C1F